tert-butyl (R)-2-acetoxy-5-oxopyrrolidine-1-carboxylate C(C)(=O)O[C@H]1N(C(CC1)=O)C(=O)OC(C)(C)C